ClC1=NC(=C2C=C(C=NC2=C1)I)OC1CCC(CC1)C1=NC=CN=C1 7-chloro-3-iodo-5-(4-pyrazin-2-ylcyclohexoxy)-1,6-naphthyridine